O.CC1=CC=C(C=C1)S(=O)(=O)O toluene-4-sulfonic acid monohydrate